(1R,2R,3R)-N-[6-[4-((3S,4S)-4-fluoro-3-methyl-tetrahydrofuran-3-yl)piperazin-1-yl]-7-methyl-3-isoquinolyl]-2-methyl-3-(1-methylpyrazol-4-yl)cyclopropanecarboxamide F[C@H]1[C@@](COC1)(C)N1CCN(CC1)C=1C=C2C=C(N=CC2=CC1C)NC(=O)[C@@H]1[C@@H]([C@H]1C=1C=NN(C1)C)C